2-amino-6-chloro-7-fluoro-1-(3-hydroxy-2,6-dimethyl-phenyl)pyrrolo[3,2-c]pyridine-3-carboxamide NC1=C(C=2C=NC(=C(C2N1C1=C(C(=CC=C1C)O)C)F)Cl)C(=O)N